C1(CC1)N1C(=NC2=C1C=CC=C2)N2CCC(CC2)OC=2C=C1C=NN(C1=CC2F)C2=CC(=CC=C2)C(F)(F)F 5-((1-(1-cyclopropyl-1H-benzo[d]imidazol-2-yl)piperidin-4-yl)oxy)-6-fluoro-1-(3-(trifluoromethyl)phenyl)-1H-indazole